2-chloro-3-fluoro-4-nitropyridine ClC1=NC=CC(=C1F)[N+](=O)[O-]